3-acetyl-7-(N,N-diethylamino)coumarin C(C)(=O)C=1C(OC2=CC(=CC=C2C1)N(CC)CC)=O